CN(C(CCCCCCCCC1C(C1)CCCCCCCC(=O)[O-])CCCCCCCCC)C 8-{2-[9-(dimethylamino)octadecyl]cyclopropyl}octanoate